2-(2-Hydroxyethoxy)ethyl-methacrylamide OCCOCCC=C(C(=O)N)C